BrCC=C(C(=O)[O-])CC(=O)OC 4-methyl 2-(2-bromoethylidene)succinate